O1CCN(CC1)C=1C2=C(N=C(N1)C=1C=C(C=CC1)NC(C1=CC=NC=C1)=O)C=C(S2)C=2C=NNC2 N-(3-(4-morpholino-6-(1H-pyrazole-4-yl)thieno[3,2-d]pyrimidin-2-yl)phenyl)isonicotinamide